COCCCNC(=O)C1=CC(=NN1[C@@H](C)C1=CC=CC=C1)C(=O)NC (S)-N5-(3-methoxypropyl)-N3-methyl-1-(1-phenylethyl)-1H-pyrazole-3,5-dicarboxamide